(7S)-7-tert-butyl-N-[(1R)-1-[3-[3-(dimethylamino)azetidine-1-carbonyl]phenyl]-3-(4-hydroxy-1-piperidyl)propyl]-5,6,7,8-tetrahydrothiazolo[5,4-b]quinoline-2-carboxamide C(C)(C)(C)[C@@H]1CC=2C=C3C(=NC2CC1)SC(=N3)C(=O)N[C@H](CCN3CCC(CC3)O)C3=CC(=CC=C3)C(=O)N3CC(C3)N(C)C